[Si](C)(C)(C(C)(C)C)OCCOC1=CC=2N(C=C1)C(=CN2)C(=O)NC2=C(C=CC(=C2)C2=NOC(=N2)C[C@@H](C(F)F)O)C (S)-7-(2-((tert-butyldimethylsilyl)oxy)ethoxy)-N-(5-(5-(3,3-difluoro-2-hydroxypropyl)-1,2,4-oxadiazol-3-yl)-2-methylphenyl)imidazo[1,2-a]pyridine-3-carboxamide